COC1=C(C=CC=C1)C1=NN=C2SCCCN21 3-(2-methoxyphenyl)-6,7-dihydro-5H-[1,2,4]triazolo[3,4-b][1,3]thiazine